C1(=CC=CC=C1)C1=CC(=CC(=C1)NC1=CC=2N(C3=CC=CC=C3C2C=C1)C1=CC=CC=C1)C1=CC=CC=C1 N-([1,1':3',1''-terphenyl]-5'-yl)-9-Phenyl-9H-carbazol-2-amine